FC=1C=C(CC2=C(C=C(C=C2)C)[N+](=O)[O-])C=CC1 1-(3-Fluorobenzyl)-4-methyl-2-nitrobenzene